(R)-N-[(1R)-1-[(2S)-3,4-dihydro-2H-pyran-2-yl]-2-hydroxy-ethyl]-2-methyl-propane-2-sulfinamide O1[C@@H](CCC=C1)[C@@H](CO)N[S@](=O)C(C)(C)C